NC1=C(C=2C(=NC=C(C2S1)F)C=1C2=C(C=3C=NC(=NC3C1F)N1C[C@H](CC1)O)COC2)C#N 2-Amino-7-fluoro-4-(5-fluoro-3-((S)-3-hydroxypyrrolidin-1-yl)-7,9-dihydrofuro[3,4-f]quinazolin-6-yl)thieno[3,2-c]pyridine-3-carbonitrile